FC=1C(=NC=C(C1)F)OCC(C(=O)NC1CCN(CC1)C)(C)C 3-((3,5-difluoropyridin-2-yl)oxy)-2,2-dimethyl-N-(1-methylpiperidin-4-yl)propanamide